n-hexyl lactate (n-hexyl lactate) C(CCCCC)C(C(=O)O)(O)C.C(C(O)C)(=O)OCCCCCC